OC1=CC=C(C=C1)N=NC1=CC=C(C=C1)S(=O)(=O)O 4-[(4-hydroxyphenyl)-diazenyl]benzenesulfonic acid